COC(CC(C1=CC2=C(C=C1)OCO2)C2=C1CCN(CC1=CC=C2)C(C2=CC=C(C=C2)OC)=O)=O 3-(2-(4-Methoxybenzoyl)-1,2,3,4-tetrahydroisoquinolin-5-yl)-3-(4-(3,4-methylenedioxy)phenyl)propanoic acid methyl ester